methyl 4-(2-(difluoromethoxy)phenyl)-6-methylpyridine-3-carboxylate FC(OC1=C(C=CC=C1)C1=C(C=NC(=C1)C)C(=O)OC)F